FC(OC1=CC=C(C=C1)N1N=C2N(C1=O)[C@@H](CC2)C2=CC(=CC(=C2)F)F)F (5S)-2-[4-(difluoromethoxy)phenyl]-5-(3,5-difluorophenyl)-2,5,6,7-tetrahydro-3H-pyrrolo[2,1-c][1,2,4]triazol-3-one